pentenoyl-carnitine C(C=CCC)(=O)C(O)(C[N+](C)(C)C)CC([O-])=O